O1C(CCCC1)OC1=CC=C(C=C1)C1=CC(=CC=C1)C#CCCCO 5-(4'-((tetrahydro-2H-pyranyl)oxy)-[1,1'-biphenyl]-3-yl)pent-4-yn-1-ol